4-(((3-azabicyclo[3.1.0]hexan-3-yl)sulfonyl)carbamoyl)-5-(azetidin-1-yl)-2-fluorobenzoic acid C12CN(CC2C1)S(=O)(=O)NC(=O)C1=CC(=C(C(=O)O)C=C1N1CCC1)F